CC1(CC1)C=O methyl-cyclopropanecarboxaldehyde